N-[4-(2-chlorophenyl)thiazol-2-yl]-4-(4-methylpiperazin-1-yl)benzamide ClC1=C(C=CC=C1)C=1N=C(SC1)NC(C1=CC=C(C=C1)N1CCN(CC1)C)=O